1-(2-chloro-5-(dimethoxymethyl)phenyl)ethan-1-ol tricyclo[4.2.2.02,5]decane-7-carboxylate C12C3CCC3C(C(C1)C(=O)OC(C)C1=C(C=CC(=C1)C(OC)OC)Cl)CC2